4-(2,5-diiodophenyl)-4-oxobutanoic Acid IC1=C(C=C(C=C1)I)C(CCC(=O)O)=O